BrC=1C=CC2=C(SC(=C2)C(=O)N)C1 6-bromobenzo[b]Thiophene-2-carboxamide